NC(CN1CC2=CC(=CC=C2[C@H](C1)C)C(=O)NC=1C=NC=C(C1)OC(F)(F)F)=O (4R)-2-(2-amino-2-oxo-ethyl)-4-methyl-N-[5-(trifluoromethoxy)-3-pyridyl]-3,4-dihydro-1H-isoquinoline-7-carboxamide